tert-butyl 3-(4-benzyloxy-7-bromobenzo[d]oxazol-2-yl)-3,6-diazabicyclo[3.1.1]heptane-6-carboxylate C(C1=CC=CC=C1)OC1=CC=C(C2=C1N=C(O2)N2CC1N(C(C2)C1)C(=O)OC(C)(C)C)Br